4-amino-3-(6-m-tolylpyridine-3-ylazo)naphthalene NC1=C(C=CC2=CC=CC=C12)N=NC=1C=NC(=CC1)C=1C=C(C=CC1)C